BrC1=CC=C(S1)S(=O)(=O)NC(C1=C(C=C(C=C1O)C1(CC1)C#N)Cl)=O N-((5-bromothiophen-2-yl)sulfonyl)-2-chloro-4-(1-cyanocyclopropyl)-6-hydroxybenzoamide